C(N)(OC(C(CC(CCOC(N)=O)C)(C)C)(CCOC(C(=C)C)=O)CCOC(C(=C)C)=O)=O Bis(2-methacryloyloxyethyl)-2,2,4-trimethylhexamethylene dicarbamate